O=C1N(CCC(N1)=O)C=1C=CC(=NC1)CN1CCN(CC1)C1=CC(=C(C=C1)NC1=NC=C(C(=C1)NC1=C(C(=O)NC)C=CC=C1)C(F)(F)F)OC 2-((2-((4-(4-((5-(2,4-dioxotetrahydropyrimidin-1(2H)-yl)pyridin-2-yl)methyl)piperazin-1-yl)-2-methoxyphenyl)amino)-5-(trifluoromethyl)pyridin-4-yl)amino)-N-methylbenzamide